F[P-](F)(F)(F)(F)F.OC1=CC=C(C=C1)[S+](C)CC1=C(C=CC=C1)C 4-hydroxyphenyl(o-methylbenzyl)methylsulfonium hexafluorophosphate